(S)-2-((7-Fluoro-1-methyl-2-oxo-6-(2-oxoethyl)-1,2,3,4,5,6-hexahydrobenzo[b][1,4]diazocin-3-yl)amino)-6-methyl-4-(trifluoromethyl)nicotinonitrile FC1=CC=CC=2N(C([C@H](CCN(C21)CC=O)NC2=C(C#N)C(=CC(=N2)C)C(F)(F)F)=O)C